2-[(4-chloro-3-nitrophenyl)sulfonamido]benzoic acid ClC1=C(C=C(C=C1)S(=O)(=O)NC1=C(C(=O)O)C=CC=C1)[N+](=O)[O-]